rel-(2R,3S)-1-(6-fluoro-7-(1-(1-methylpiperidin-4-yl)-1H-pyrazol-4-yl)quinazolin-4-yl)-2-phenylazetidin-3-ol FC=1C=C2C(=NC=NC2=CC1C=1C=NN(C1)C1CCN(CC1)C)N1[C@@H]([C@H](C1)O)C1=CC=CC=C1 |o1:24,25|